DIHYDROPYRAZOLE C1C=CNN1